5-{2-amino-[1,2,4]triazolo[1,5-a]pyridin-7-yl}-2-methoxy-N-{[3-(propan-2-yloxy)phenyl]methyl}pyridine-3-carboxamide NC1=NN2C(C=C(C=C2)C=2C=C(C(=NC2)OC)C(=O)NCC2=CC(=CC=C2)OC(C)C)=N1